5-cyclopropyl-3-isopropylpyrazolo[1,5-a]Pyrimidine-7-ol C1(CC1)C1=NC=2N(C(=C1)O)N=CC2C(C)C